COC1=C(C=C(C=C1)C(C2=C(N(C(=S)NC2=O)C3=CC=C(C=C3)Cl)O)C4=C(N(C(=S)NC4=O)C5=CC=C(C=C5)Cl)[O-])C[NH+]6CCCCC6C7=CN=CC=C7 2-thiolate